(1S,3S)-3-((6-(5-((([1,1'-bi(cyclopropan)]-1-yl(methyl)carbamoyl)oxy)methyl)-1-methyl-1H-pyrazol-4-yl)-2-methylpyridin-3-yl)oxy)cyclohexane-1-carboxylic acid C1(CC1)(C1CC1)N(C(=O)OCC1=C(C=NN1C)C1=CC=C(C(=N1)C)O[C@@H]1C[C@H](CCC1)C(=O)O)C